N1=C(C=CC=C1)SSC(CCC(=O)O)(C)C 4-(2-Pyridyldithio)-4-methylpentanoic acid